oxo-imidazolidine O=C1NCCN1